NC1=CC=C(C=C1)C1=CC=CC=C1 4-amino-[[1,1'-biphenyl]]